p-isopropyl-pyridine C(C)(C)C1=CC=NC=C1